FC(C=1C(=C(C=CC1)[C@@H](C)NC=1C2=C(N=C(N1)C)C=NC(=C2)N2[C@H](CNCC2)C)F)F N-((R)-1-(3-(difluoromethyl)-2-fluorophenyl)ethyl)-2-methyl-6-((S)-2-methylpiperazine-1-yl)pyrido[3,4-d]pyrimidin-4-amine